C(#N)C1=CC(=C(S1)COC1=CC=CC(=N1)C1CCN(CC1)CC1=NC2=C(N1CCOC)C=C(C=C2)C(=O)OC)F Methyl 2-((4-(6-((5-cyano-3-fluorothiophen-2-yl)methoxy)pyridin-2-yl)piperidin-1-yl)methyl)-1-(2-methoxyethyl)-1H-benzo[d]imidazole-6-carboxylate